N,N'-di(p-aminophenyl)m-phenylenediamine NC1=CC=C(C=C1)NC1=CC(=CC=C1)NC1=CC=C(C=C1)N